C(CCC)[N+]1=CC(=C(C=C1)C)C 1-butyl-3,4-dimethylpyridinium